P(=O)([O-])([O-])[O-].[Sb+3].P(=O)([O-])([O-])[O-].[Cu](O)O.[Sb+3] copper(II) hydroxide phosphate Antimony(III) phosphate